C(C)C=1C=C(C=C(C1C1(CC(=C(C2=CC=CC=C12)N)\N=N\[H])S(=O)(=O)N)CC)C1=CC(=C(C(=C1)CC)C1(CC(=C(C2=CC=CC=C12)N)\N=N\[H])S(=O)(=O)N)CC 1,1'-(3,3',5,5'-tetraethyl[1,1'-biphenyl]-4,4'-diyl)bis{4-amino-3-[(E)-diazenyl]naphthalene-1-sulfonamide}